CC(C(C=O)=O)C 3-methyl-butane-1,2-dione